NCCC1=CC=C(OC=2C(=CN(NC2)CC2=CC=CC=C2)Cl)C=C1 5-(4-(2-aminoethyl)phenoxy)-2-benzyl-4-chloropyridazin